CC(C[Al](CC(C(C)(C)C)C)CC(C(C)(C)C)C)C(C)(C)C tris(2,3,3-trimethylbutyl)aluminum